ethyl 2-(fluoromethyl)-5-oxocyclopentane-1-carboxylate FCC1C(C(CC1)=O)C(=O)OCC